C(C)(C)N1N=CC2=CC=CC=C12 1-isopropyl-indazole